Sodium N-(4-ethylphenyl)sulfamate C(C)C1=CC=C(C=C1)NS([O-])(=O)=O.[Na+]